C(C)OCCN(CCC[Si](OC)(OC)OC)CCOCC {3-[bis(ethoxyethyl)amino]propyl}trimethoxysilane